sodium N,N-dimethyldodecylammonium butanate C(CCC)(=O)[O-].C[NH+](C)CCCCCCCCCCCC.[Na]